5-(5-methyl-2,4-dioxo-3,4-dihydropyrimidin-1(2H)-yl)tetrahydrofuran-3-yl (2-cyanoethyl) diisopropylphosphoramidite C(C)(C)N(P(OC1COC(C1)N1C(NC(C(=C1)C)=O)=O)OCCC#N)C(C)C